2-bromo-4-fluoro-5-methylphenol BrC1=C(C=C(C(=C1)F)C)O